FC1CC(C1)CC(=O)O 2-((1r,3s)-3-fluorocyclobutyl)acetic acid